4-((4S,5R)-4-(benzyloxy)-5-((benzyloxy) methyl) tetrahydrofuran-2-yl) 3,5-diethyl 2,6-dimethyl-1,4-dihydropyridine-3,4,5-tricarboxylate CC=1NC(=C(C(C1C(=O)OCC)C(=O)OC1O[C@@H]([C@H](C1)OCC1=CC=CC=C1)COCC1=CC=CC=C1)C(=O)OCC)C